methyl 4-(7-chloro-2-methyl-5-((4-methylthiazol-5-yl)methoxy)benzofuran-3-carboxamido)-tetrahydro-2H-pyran-4-carboxylate ClC1=CC(=CC=2C(=C(OC21)C)C(=O)NC2(CCOCC2)C(=O)OC)OCC2=C(N=CS2)C